C1(=C(C=CC=C1)COC(=O)C1C(C(C1C1=CC=CC=C1)C(=O)O)C1=CC=CC=C1)C1=CC=CC=C1 (±)-e-3-(1,1'-biphenyl-2-ylmethoxycarbonyl)-2,4-diphenylcyclobutane-1-carboxylic acid